methyl ((2-(((3R*,5S*)-5-allyltetrahydrofuran-3-yl)oxy)-3-fluoro-4-methylphenyl)sulfonyl)-L-prolinate C(C=C)[C@H]1C[C@H](CO1)OC1=C(C=CC(=C1F)C)S(=O)(=O)N1[C@@H](CCC1)C(=O)OC |o1:3,5|